(3,3-DIMETHOXYCYCLOBUTYL)METHANOL COC1(CC(C1)CO)OC